caproic acid, 2-methylpropyl ester C(CCCCC)(=O)OCC(C)C